4-methoxy-N-isopropyl-N-allyltryptamine COC=1C=CC=C2NC=C(CCN(CC=C)C(C)C)C12